2-ethyl-2,3-butadien-1-ol C(C)C(CO)=C=C